Cl.N[C@H](C(=O)NC1=CC=CC2=C(C=CC=C12)S(NCC)(=O)=O)CC1=CC=CC=C1 (S)-2-amino-N-(5-(N-ethylsulfamoyl)naphthalen-1-yl)-3-phenylpropionamide hydrochloride